IC1=NNC2=NC=CN=C21 3-iodo-1H-pyrazolo[3,4-b]pyrazine